FC(C(=O)[O-])(F)F.O[C@@H](CN([C@H]1CN(CC1)C(=O)C=1C=CC2=C(N(C=[N+]2CC)CC)C1)C[C@@H]([C@H]([C@@H]([C@@H](CO)O)O)O)O)[C@H]([C@@H]([C@@H](CO)O)O)O 6-[(3R)-3-{bis[(2S,3R,4R,5R)-2,3,4,5,6-pentahydroxyhexyl]amino}pyrrolidine-1-carbonyl]-1,3-diethyl-1H-1,3-benzodiazol-3-ium trifluoroacetate